C1=C(C=CC2=CC=CC=C12)C=1C2=CC=CC=C2C(=C2C=CC(=CC12)C1=CC=C(C=C1)C1C(C=2C=CC3=CC=CC=C3C2C=C1)C1=CC=CC=C1)C1=CC2=CC=CC=C2C=C1 2-(4-(9,10-bis(naphthalen-2-yl)anthracen-2-yl)phenyl)-1-phenyl-1H-phenanthrene